FC(C(=O)O)(F)F.FC(C(=O)O)(F)F.N[C@@H](C(=O)N[C@@H](C(=O)N)CC(C)C)CC1=CC=CC=C1 (R)-2-((R)-2-amino-3-phenylpropanamido)-4-methylpentanamide bistrifluoroacetate